4-(nitro)benzoylmethylenedimethyl-sulfur bromide [N+](=O)([O-])C1=CC=C(C(=O)C=[S](C)(C)Br)C=C1